ONC(CCCCCN1C(N\C(\C1=O)=C/C=1C=C2C=CC=NC2=CC1)=O)=O (Z)-N-hydroxy-6-(2,5-dioxo-4-(quinolin-6-ylmethylene)imidazolidin-1-yl)hexanamide